9-Anthracenboronic Acid C1=CC=CC2=CC3=CC=CC=C3C(=C12)B(O)O